1-(1-((2-(trimethylsilyl)ethoxy)methyl)-1H-imidazo[4,5-c]pyridin-7-yl)ethan-1-one C[Si](CCOCN1C=NC=2C=NC=C(C21)C(C)=O)(C)C